Furyl-hydroxymethylketone O1C(=CC=C1)C(O)C(=O)C(C=1OC=CC1)O